7-fluoro-8-(5-fluoro-3-(prop-1-yn-1-yl)-1H-indol-7-yl)-1-(2-methoxyethyl)-4,4,9-trimethyl-4,5-dihydro-[1,2,4]triazolo[4,3-a]quinoxalin FC=1C=C2NC(C=3N(C2=C(C1C=1C=C(C=C2C(=CNC12)C#CC)F)C)C(=NN3)CCOC)(C)C